C1([C@H](O)[C@@H](O)[C@@H](O)[C@H](O1)CO)[C@@]1([C@H](O)[C@H](O)[C@@H](CO)O1)N1C(=O)NC(=O)C=C1 galactosyluridine